ClC1=C(C=CC=C1)C(C1=CC=CC=C1)(C1=CC=CC=C1)Cl 1-chloro-2-[chloro(diphenyl)methyl]benzene